C(CCCCCCCCCCC)S mono-n-dodecyl mercaptan